4-nitrophenyl 1-(4-methoxy-3-(pyridin-2-yl) phenyl)-3-methyl-5-oxo-4,5-dihydro-1H-pyrazole-4-carboxylate COC1=C(C=C(C=C1)N1N=C(C(C1=O)C(=O)OC1=CC=C(C=C1)[N+](=O)[O-])C)C1=NC=CC=C1